6-(4-amino-3-methylphenyl)nicotinic acid methyl ester COC(C1=CN=C(C=C1)C1=CC(=C(C=C1)N)C)=O